ClC=1SC(=C(N1)Cl)[N+](=O)[O-] 2,4-dichloro-5-nitrothiazole